ClC1=NN=C2N1C1=CC=CC=C1C(=N2)N(C)C2=CC(=CC=C2)C=2OC(=CC2)COC chloro-N-[3-[5-(methoxymethyl)-2-furyl]phenyl]-N-methyl-[1,2,4]triazolo[4,3-a]quinazolin-5-amine